COC=1C2=C(N=C(N1)NC1=CC=C(C=C1)CN1CCC(CC1)C)NC=C2C2=CC=C(C=C2)O 4-(4-methoxy-2-((4-((4-methylpiperidin-1-yl)methyl)phenyl)amino)-7H-pyrrolo[2,3-d]pyrimidin-5-yl)phenol